N-(5-(4-methylpyridin-3-yl)-1H-benzo[d]imidazol-2-yl)acetamide CC1=C(C=NC=C1)C1=CC2=C(NC(=N2)NC(C)=O)C=C1